morpholinyl-ammonia N1(CCOCC1)N